[Si](C1=CC=CC=C1)(C1=CC=CC=C1)(C(C)(C)C)OC\C=C\1/C(N(C2CC12)C(=O)OC(C)(C)C)=O tert-butyl (4Z)-4-{2-[(tert-butyldiphenylsilyl)oxy]ethylidene}-3-oxo-2-azabicyclo[3.1.0]hexane-2-carboxylate